N-stearoyldihydrosphingosine CCCCCCCCCCCCCCCCCC(=O)N[C@@H](CO)[C@@H](CCCCCCCCCCCCCCC)O